(E)-3-(5-(5-(but-1-en-1-yl)pyridin-2-yl)-1-oxoisoindolin-2-yl)piperidine-2,6-dione C(=C\CC)/C=1C=CC(=NC1)C=1C=C2CN(C(C2=CC1)=O)C1C(NC(CC1)=O)=O